C[C@@H](CCC(=O)O)CC (R)-(-)-4-methyl-caproic acid